8-cyclopentyl-9-(4-(4-formylpiperidin-1-yl)phenyl)-6,7-dihydro-5H-benzo[7]annulene-3-carboxylic acid C1(CCCC1)C=1CCCC2=C(C1C1=CC=C(C=C1)N1CCC(CC1)C=O)C=CC(=C2)C(=O)O